C1(=CC=CC=C1)N1CN(C2=C1C=CC=C2)C2=CC=CC=C2 1,3-diphenyl-benzimidazoline